4-(5-chloroisoindoline-2-carbonyl)-1H-1,2,3-triazole ClC=1C=C2CN(CC2=CC1)C(=O)C=1N=NNC1